3-[1-(2-nitrophenyl)-1H-pyrrol-2-yl]-propanal [N+](=O)([O-])C1=C(C=CC=C1)N1C(=CC=C1)CCC=O